methyl (3R,4S)-1-methyl-2-oxo-4-[4-(trifluoromethyl) phenyl]-3-pyrrolidinecarboxylate CN1C([C@@H]([C@H](C1)C1=CC=C(C=C1)C(F)(F)F)C(=O)OC)=O